Cl.N[C@H]1[C@@H](COCC1)O (3S,4R)-4-amino-3-hydroxytetrahydropyran hydrochloride